C(#N)C1=NNC2=NC=C(C=C21)OCC=2C(=C(C=CC2F)NS(=O)(=O)C=2C(=NC=C(C2)F)OC)F N-[3-[([3-cyano-1H-pyrazolo[3,4-b]pyridin-5-yl]oxy)methyl]-2,4-difluorophenyl]-5-fluoro-2-methoxypyridine-3-sulfonamide